ClC=1C=CC=C2C(C=C(OC12)C1=C(OCCOC2CC(C2)C(=O)O)C=C(C(=C1)OC)O)=O 3-[2-[2-(8-chloro-4-oxo-chromen-2-yl)-5-hydroxy-4-methoxy-phenoxy]ethoxy]cyclobutanecarboxylic acid